5-[(3R)-3-methyl-4-{[(1R,2R)-2-methylcyclopropyl]carbonyl}piperazin-1-yl]-3-(1H-pyrazol-4-yl)pyrazine-2-carbonitrile C[C@@H]1CN(CCN1C(=O)[C@H]1[C@@H](C1)C)C=1N=C(C(=NC1)C#N)C=1C=NNC1